ClC=1C=C2C(=NC1)NC(=N2)N[C@@H]2C[C@H](CC2)NC2=CC=C(C=N2)N2C(C=CC=C2)=O 6'-(((1S,3S)-3-((6-Chloro-3H-imidazo[4,5-b]pyridin-2-yl)amino)cyclopentyl)amino)-2H-[1,3'-bipyridin]-2-one